5-((4-(1-((1-(2-(2,6-dioxopiperidin-3-yl)-1,3-dioxoisoindolin-5-yl)pyrrolidin-3-yl)methyl)piperidin-4-yl)phenyl)amino)-3-morpholino-1,2,4-triazine-6-carboxamide O=C1NC(CCC1N1C(C2=CC=C(C=C2C1=O)N1CC(CC1)CN1CCC(CC1)C1=CC=C(C=C1)NC=1N=C(N=NC1C(=O)N)N1CCOCC1)=O)=O